C(CCCCCCCC)(=O)OCCCCCCCCCCCCCCCCCCCCCCCCCCCCCCCCCC cetylstearyl nonanoate